Tert-butyl (S)-2-((4-(6-(((1H-indol-5-yl) methyl) amino) pyridin-2-yl) piperidin-1-yl) methyl)-1-(oxetan-2-ylmethyl)-1H-benzo[d]imidazole-6-carboxylate N1C=CC2=CC(=CC=C12)CNC1=CC=CC(=N1)C1CCN(CC1)CC1=NC2=C(N1C[C@H]1OCC1)C=C(C=C2)C(=O)OC(C)(C)C